N-(2-ethylaminoethyl)-3-aminopropyl-trimethoxysilane C(C)NCCNCCC[Si](OC)(OC)OC